N-((5-(benzylthio)-3-fluoropyridin-2-yl)methyl)-3-bromo-2-methyl-5-nitropyridin-4-amine C(C1=CC=CC=C1)SC=1C=C(C(=NC1)CNC1=C(C(=NC=C1[N+](=O)[O-])C)Br)F